Ethyl (1s,4s)-4-(2-fluoro-5-((2-((4-fluoro-3-(trifluoromethyl)phenyl)carbamoyl)cyclohex-1-en-1-yl)carbamoyl)-4-methoxyphenoxy)cyclohexane-1-carboxylate FC1=C(OC2CCC(CC2)C(=O)OCC)C=C(C(=C1)OC)C(NC1=C(CCCC1)C(NC1=CC(=C(C=C1)F)C(F)(F)F)=O)=O